N1=CC(=CC=C1)C1OC(=C(C1=O)OS(=O)(=O)CC1=CC=CC=C1)N 2-(3-pyridyl)-4-[[phenylmethylsulfonyl]oxy]-5-amino-3(2H)-furanone